FC(C(=O)O)(F)F.N1C(=CC=2C=NC=CC21)CNC(=O)[C@@H]2CCC=1N2C(C(=NC1)NC1(CC1)C=1C=C(C=CC1)C)=O (S)-N-((1H-pyrrolo[3,2-c]pyridin-2-yl)methyl)-4-oxo-3-((1-(m-tolyl)cyclopropyl)amino)-4,6,7,8-tetrahydropyrrolo[1,2-a]pyrazine-6-carboxamide trifluoroacetate